NC1=C(C=C2C(=N1)C=C(N2)CN2C(=CC=CC2=O)C(=O)N(C)C2=CC=C(C=C2)F)C(C)C 1-((5-amino-6-isopropyl-1H-pyrrolo[3,2-b]pyridin-2-yl)methyl)-N-(4-fluorophenyl)-N-methyl-6-oxo-1,6-dihydropyridine-2-carboxamide